spiro[indoline-3,4'-pyrrolidine]-2'-carboxamide N1C(CC2(C1)CNC1=CC=CC=C12)C(=O)N